5-bromo-2-(piperidin-4-yl)-2H-indazole BrC1=CC2=CN(N=C2C=C1)C1CCNCC1